FC=1C=C(N)C=C(C1OC1=CC2=C(N(N=N2)C)C=C1)C 3-fluoro-5-methyl-4-(1-methylbenzotriazol-5-yl)oxy-aniline